(2R,4R)-6-chloro-N-{(1R,3R,5S)-8-[3-(4-chlorophenoxy)propyl]-8-azabicyclo[3.2.1]oct-3-yl}-4-hydroxy-3,4-dihydro-2H-1-benzopyran-2-carboxamide ClC=1C=CC2=C([C@@H](C[C@@H](O2)C(=O)NC2C[C@H]3CC[C@@H](C2)N3CCCOC3=CC=C(C=C3)Cl)O)C1